(2S,4S)-N-benzyl-4-phenyl-2-(3-(3-phenylpropyl)-1,2,4-oxadiazol-5-yl)pyrrolidine-1-thiocarboxamide C(C1=CC=CC=C1)NC(=S)N1[C@@H](C[C@H](C1)C1=CC=CC=C1)C1=NC(=NO1)CCCC1=CC=CC=C1